4-((triisopropylsilyl)oxy)benzaldehyde C(C)(C)[Si](OC1=CC=C(C=O)C=C1)(C(C)C)C(C)C